1-bromo-4-methoxy-2,3,5-trimethylbenzene BrC1=C(C(=C(C(=C1)C)OC)C)C